6-(2,6-difluoro-4-(2-methyl-2H-indazol-4-yl)benzyl)-5-oxo-N-(3,3,3-trifluoro-2-hydroxypropyl)-5,6-dihydropyrido[3,4-b]pyrazine-8-carboxamide FC1=C(CN2C(C3=NC=CN=C3C(=C2)C(=O)NCC(C(F)(F)F)O)=O)C(=CC(=C1)C=1C2=CN(N=C2C=CC1)C)F